C(COCCC(C(=O)O)CC=1C=C(C=C(C1O)C(C)(C)C)C)OCCC(C(=O)O)CC=1C=C(C=C(C1O)C(C)(C)C)C.FCCC1=C(C=C(O)C=C1)O Para-fluoroethyl-resorcinol ethylenebis(oxyethylene)bis-[3-(5-t-butyl-4-hydroxy-m-tolyl)propionate]